CC1=C(C=C(C=C1)C1=CC=C(C=C1)OCCN1CCN(CC1)C)N 4-Methyl-4'-(2-(4-methylpiperazin-1-yl)ethoxy)-[1,1'-biphenyl]-3-amine